S1SC(C=C1)CC(S)S dithiolethanedithiol